methyl (2S)-6-amino-2-[4-[[4-[[(3R,4R)-1-(2-cyanoacetyl)-4-methyl-3-piperidyl]-methyl-amino]pyrrolo[2,3-d]pyrimidine-7-carbonyl]amino]butanoylamino]hexanoate NCCCC[C@@H](C(=O)OC)NC(CCCNC(=O)N1C=CC2=C1N=CN=C2N(C)[C@H]2CN(CC[C@H]2C)C(CC#N)=O)=O